BrC=1C(=CC=2C3=C(C(=NC2C1F)OC[C@H]1N(CCC1)C)N=CN3C3CCN(CC3)C(=O)OC(C)(C)C)Cl tert-butyl (S)-4-(7-bromo-8-chloro-6-fluoro-4-((1-methylpyrrolidin-2-yl)methoxy)-1H-imidazo[4,5-c]quinolin-1-yl)piperidine-1-carboxylate